4-(((2s,4r)-2-methyl-1-propionyl-1,2,3,4-tetrahydroquinolin-4-yl)amino)-N-(prop-2-yn-1-yl)benzamide C[C@@H]1N(C2=CC=CC=C2[C@@H](C1)NC1=CC=C(C(=O)NCC#C)C=C1)C(CC)=O